(4-((7-chloro-2-((4,4-dimethyl-4,5,6,7-tetrahydropyrazolo[1,5-a]pyridin-2-yl)amino)-1-methyl-1H-imidazo[4,5-d]pyridin-6-yl)oxy)pyridin-2-yl)acetamide ClC=1C(=NC=C2C1N(C(=N2)NC2=NN1C(C(CCC1)(C)C)=C2)C)OC2=CC(=NC=C2)CC(=O)N